N1=C(C=CC=C1)C=1N=C(SC1)NC1=NC=CC=C1O (4-(pyridin-2-yl)thiazol-2-ylamino)pyridin-3-ol